CS(=O)(=O)CCN(CC[C@@H](C(=O)O)NC1=NC(=NC=C1)C(F)(F)F)CCCCC1=NC=2NCCCC2C=C1 (S)-4-((2-(methylsulfonyl)ethyl)(4-(5,6,7,8-tetrahydro-1,8-naphthyridin-2-yl)butyl)amino)-2-((2-(trifluoromethyl)pyrimidin-4-yl)amino)butanoic acid